3-methyl-1,2,4-thiadiazole CC1=NSC=N1